3-[1-[2-(3-Azabicyclo[3.1.0]hexan-3-yl)-6-fluoro-3-methyl-4-oxoquinazolin-8-yl]ethylamino]-6-chloropyridine-2-carboxylic acid C12CN(CC2C1)C1=NC2=C(C=C(C=C2C(N1C)=O)F)C(C)NC=1C(=NC(=CC1)Cl)C(=O)O